tellurium-tin-selenium [Se].[Sn].[Te]